FC(CNC([O-])=O)(F)F (2,2,2-trifluoroethyl)carbamate